N-(4-methyl-3-((3-(9-((2-(trimethylsilyl)ethoxy)methyl)-9H-purin-6-yl)pyrazin-2-yl)amino)phenyl)-4-(trifluoromethyl)picolinamide CC1=C(C=C(C=C1)NC(C1=NC=CC(=C1)C(F)(F)F)=O)NC1=NC=CN=C1C1=C2N=CN(C2=NC=N1)COCC[Si](C)(C)C